(S)-3-((S)-3',3'-difluoro-1'-(3-(1-(oxetan-3-yl)-1H-pyrazol-4-yl)benzyl)-6-oxo-6,8-dihydro-2H,7H-spiro[furo[2,3-e]isoindole-3,4'-piperidin]-7-yl)piperidine-2,6-dione FC1(CN(CC[C@]12COC1=C3CN(C(C3=CC=C12)=O)[C@@H]1C(NC(CC1)=O)=O)CC1=CC(=CC=C1)C=1C=NN(C1)C1COC1)F